NCC[Si](OCCCCCCCCCCCC)(OCCCCCCCCCCCC)OCCCCCCCCCCCC 2-aminoethyl-(tridodecyloxysilane)